C(#N)C1=CC=2N(N=C1)C(=CC2)C2=CC(=C(C=N2)C2=NN=C(S2)N2CCN(CC2)C(=O)OC(C)(C)C)N[C@@H]2COCC2 tert-butyl 4-[5-(6-{3-cyanopyrrolo[1,2-b]pyridazin-7-yl}-4-{[(3S)-oxolan-3-yl]amino}pyridin-3-yl)-1,3,4-thiadiazol-2-yl]piperazine-1-carboxylate